α-(4-carboxy-2-n-propylphenoxy)-3,4-methylenedioxyphenylacetamide C(=O)(O)C1=CC(=C(OC(C(=O)N)C2=CC3=C(C=C2)OCO3)C=C1)CCC